NCC(CN1N=CN(C1=O)C1=CC(=CC=C1)Br)=C(F)F 2-[2-(aminomethyl)-3,3-difluoro-allyl]-4-(3-bromophenyl)-1,2,4-triazol-3-one